(2-Chloro-5-fluorophenyl)(3-{[2-(4-chlorophenyl)imidazo[1,2-a]pyridin-3-yl]methyl}-3,8-diazabicyclo[3.2.1]oct-8-yl)methanone ClC1=C(C=C(C=C1)F)C(=O)N1C2CN(CC1CC2)CC2=C(N=C1N2C=CC=C1)C1=CC=C(C=C1)Cl